7'-(4-iodo-1-methyl-1H-pyrazol-5-yl)-6'-methyl-4'-(trifluoromethyl)-3',4'-dihydrospiro[cyclopropane-1,2'-pyrido[3,2-b][1,4]oxazine]-8'-carbonitrile IC=1C=NN(C1C1=C(C=2OC3(CN(C2N=C1C)C(F)(F)F)CC3)C#N)C